FC=1C=CC(=NC1)C1(CC12CCCCC2)C(=O)N (5-fluoropyridin-2-yl)spiro[2.5]octane-1-carboxamide